2-(diallylamino)ethylamine C(C=C)N(CCN)CC=C